NC(N)=NC=1SC=C(N1)CSCCC(=N)NS(N)(=O)=O 3-[[[2-[(diaminomethylene)amino]-4-thiazolyl]methyl]thio]-N-sulfamoyl-propionamidine